ClC=1C(=NC=CC1)N1NC(C=C1C(=O)OCC)=O Ethyl 2-(3-chloropyridin-2-yl)-5-oxo-2,5-dihydro-1H-pyrazole-3-carboxylate